3-(1-Cyclopropyl-1H-pyrazol-3-yl)-2-((diphenylmethylene)amino)propanoic acid tert-butyl ester C(C)(C)(C)OC(C(CC1=NN(C=C1)C1CC1)N=C(C1=CC=CC=C1)C1=CC=CC=C1)=O